ClC1=C(C=CC(=N1)NC(C)=O)C(F)(F)F N-[6-chloro-5-(trifluoromethyl)(2-pyridyl)]acetamide